anilino(Anilinium) N(C1=CC=CC=C1)[NH2+]C1=CC=CC=C1